N-(1-Cyanocyclopropyl)-9-(5-(di-fluoromethyl)-1,3,4-thiadiazol-2-yl)-4-(hexahydro-6H-[1,4]dioxino[2,3-c]pyrrol-6-yl)-9H-pyrimido[4,5-b]indole-7-sulfonamide C(#N)C1(CC1)NS(=O)(=O)C1=CC=C2C3=C(N(C2=C1)C=1SC(=NN1)C(F)F)N=CN=C3N3CC1C(C3)OCCO1